ClC1=C(C=CC=C1Cl)NC1=CC=C(C=C1)C1=CC=CC=C1 N-(2,3-dichlorophenyl)-[1,1'-biphenyl]-4-amine